C1(CC1)SC=1C=NN(C1)C=1C(=NC=CN1)C(C)NC(C1=CC(=CC(=C1)C(F)(F)F)C(F)(F)F)=O N-[1-[3-(4-cyclopropylsulfanylpyrazol-1-yl)pyrazin-2-yl]ethyl]-3,5-bis(trifluoromethyl)benzamide